BENZO[B]FURAN-7-CARBALDEHYDE O1C2=C(C=C1)C=CC=C2C=O